NC1=C(C=CC=C1N)N1CC2N(CC1)C(CC2)=O 2-(2,3-diaminophenyl)hexahydropyrrolo[1,2-a]pyrazin-6(2H)-one